C1(CC1)C=1N(C(=C(N1)I)C(C)N(C(OC(C)(C)C)=O)C)C tert-butyl (1-(2-cyclopropyl-4-iodo-1-methyl-1H-imidazol-5-yl)ethyl)(methyl)carbamate